O=C1C(=CNC2=C(C=C(C=C12)C(F)(F)F)C(F)(F)F)C#N 4-oxo-6,8-bis(trifluoromethyl)-1H-quinoline-3-carbonitrile